hexyl toluate C=1(C(=CC=CC1)C(=O)OCCCCCC)C